C[Si](C1=CC=C(C=C1)OC#N)(C1=CC=C(C=C1)OC#N)C Dimethylbis(4-cyanatophenyl)silan